C(#N)C=1N=C(NC1CNC1=C2C(N(C(C2=CC=C1)=O)C1C(NC(CC1)=O)=O)=O)C1CCN(CC1)C(=O)OC(C)(C)C tert-butyl 4-[4-cyano-5-[[[2-(2,6-dioxo-3-piperidyl)-1,3-dioxo-isoindolin-4-yl]amino]methyl]-1H-imidazol-2-yl]piperidine-1-carboxylate